3-(1-oxo-5-(5-phenyltetrahydro-2H-pyran-2-yl)isoindolin-2-yl)piperidine-2,6-dione O=C1N(CC2=CC(=CC=C12)C1OCC(CC1)C1=CC=CC=C1)C1C(NC(CC1)=O)=O